ClC=1C=NC(=C(C(=O)NC2CCC(CC2)CN2C(N(C3=C2C=CC=C3)C=3C=NC(=CC3)OC[C@@H]3CN(CCO3)C)=O)C1)C 5-chloro-2-methyl-N-((1S,4r)-4-((3-(6-(((S)-4-methylmorpholin-2-yl)methoxy)pyridin-3-yl)-2-oxo-2,3-dihydro-1H-benzo[d]imidazol-1-yl)methyl)cyclohexyl)nicotinamide